C(C1=CC=CC=C1)SC1=CN=C(S1)C1(COC1)O 3-(5-(benzylthio)thiazol-2-yl)oxetan-3-ol